S(=O)(=O)([O-])[O-].[Fe+2].[Li+].[F-].[Li+] lithium fluoride lithium iron sulfate